rac-(4bS,5S,6R,7S,7aR)-7a-(4-bromophenyl)-4-methoxy-6-(morpholinosulfonyl)-7-phenyl-5,6,7,7a-tetrahydro-4bH-cyclopenta[4,5]furo[2,3-c]pyridine-4b,5-diol BrC1=CC=C(C=C1)[C@]12[C@](C3=C(C=NC=C3OC)O1)([C@@H]([C@@H]([C@H]2C2=CC=CC=C2)S(=O)(=O)N2CCOCC2)O)O |r|